3-methoxy-propanoic acid COCCC(=O)O